tert-butyl ((1-((2-(3,5-dichlorophenyl)-6-((6-(piperazin-1-yl)pyridin-3-yl)oxy)pyridin-4-yl)methyl)piperidin-4-yl) methyl)carbamate ClC=1C=C(C=C(C1)Cl)C1=NC(=CC(=C1)CN1CCC(CC1)CNC(OC(C)(C)C)=O)OC=1C=NC(=CC1)N1CCNCC1